C(C1=CC=CC=C1)N1C(C2=CC=C(C=C2CC1)OC1=C(C=C(C=C1Cl)NC(=O)C1=NOC(N1)=O)Cl)=O N-(4-((2-benzyl-1-oxo-1,2,3,4-tetrahydroisoquinolin-6-yl)oxy)-3,5-dichlorophenyl)-5-oxo-4,5-dihydro-1,2,4-oxadiazole-3-carboxamide